(1R)-1-amino-1-(2-fluoro-4-((2-methylpentyl)oxy)phenyl)-2-methylpropan-2-ol N[C@@H](C(C)(O)C)C1=C(C=C(C=C1)OCC(CCC)C)F